OC1=C(C(=CC(=C1)C(F)(F)F)C)C1=CC=C(N=N1)CN[C@H]1CC(N(CC1)C)=O (R)-4-(((6-(2-Hydroxy-6-methyl-4-(trifluoromethyl)phenyl)pyridazin-3-yl)methyl)amino)-1-methylpiperidin-2-one